N[C@@H]1[C@H]([C@@H](N(C2=CC=C(C=C12)C=1CCOCC1)C(C)=O)C1CC1)C ((2S,3R,4R)-4-amino-2-cyclopropyl-6-(3,6-dihydro-2H-pyran-4-yl)-3-methyl-3,4-dihydroquinolin-1(2H)-yl)ethanone